2-methyl-2-[1-(2,2,2-trifluoroethyl)piperidin-4-yl]propan-1-ol CC(CO)(C)C1CCN(CC1)CC(F)(F)F